O[C@@H]1[C@@H](CCN2C(C=CC=C12)=O)[C@H]1N2C(C3=CC=CC=C13)=CN=C2 (8S,9R)-9-hydroxy-8-((R)-5H-imidazo[5,1-a]isoindol-5-yl)-6,7,8,9-tetrahydro-4H-quinolizin-4-one